ClCC=1C(=C2C(=CC=C3C=CC(C(C1)=C32)=O)OC)C3=CC2=C(C=CC(=C2C=C3)C)C 8-(chloromethyl)-7-(5,8-dimethylnaphthalen-2-yl)-6-methoxy-1H-phenalen-1-one